(R)-2-((4-hydroxypyridin-3-yl)amino)-5,5-dimethyl-4,5-dihydrothiazole-4-carboxylic acid OC1=C(C=NC=C1)NC=1SC([C@H](N1)C(=O)O)(C)C